(S)-N-(benzo[b]thiophen-3-ylmethyl)-1-(2-(3-fluoro-4-methylphenyl)-2H-pyrazolo[3,4-d]pyrimidin-4-yl)piperidine-3-carboxamide S1C2=C(C(=C1)CNC(=O)[C@@H]1CN(CCC1)C=1C=3C(N=CN1)=NN(C3)C3=CC(=C(C=C3)C)F)C=CC=C2